BrC=1C(=NC=CC1)C1=CC(=NN1COCC[Si](C)(C)C)C1(C(N(CC1)CC1=CC=C(C=C1)OC)=O)C 3-(5-(3-bromopyridin-2-yl)-1-((2-(trimethylsilyl)ethoxy)methyl)-1H-pyrazol-3-yl)-1-(4-methoxybenzyl)-3-methylpyrrolidin-2-one